4-[4-({2-[2-(benzyloxy)ethoxy]ethoxy}methyl)piperidin-1-yl]pyridine C(C1=CC=CC=C1)OCCOCCOCC1CCN(CC1)C1=CC=NC=C1